ClC=1C=CC(=C(C1)C1=CC(=CN=N1)NC1=CC=NC2=CC(=CC=C12)OCCN1CCN(CC1)CCNC(OC(C)(C)C)=O)F tert-butyl N-[2-(4-{2-[(4-{[6-(5-chloro-2-fluorophenyl)pyridazin-4-yl] amino} quinolin-7-yl)oxy] ethyl} piperazin-1-yl)ethyl]carbamate